2-cyclobutyl-2-(4-(trifluoromethyl)pyridin-2-yl)acetonitrile C1(CCC1)C(C#N)C1=NC=CC(=C1)C(F)(F)F